C(C)(=O)C1=CC=C(C=C1)N1C(N2N(CC=C3C2C=2C=CC(=CC2OC3(C)C)N(C(C)C)CC)C1=O)=O 2-(4-acetylphenyl)-10-(ethyl-(isopropyl)amino)-7,7-dimethyl-5,12b-dihydro-1H,7H-chromeno[4,3-c][1,2,4]triazolo[1,2-a]pyridazine-1,3(2H)-dione